2-thiazolecarboxamide hydrochloride Cl.S1C(=NC=C1)C(=O)N